FC(OC=1C=C(OC=2N=CC(=NC2)NC2=NC=CC=C2N)C=CC1)(F)F N2-[5-[3-(trifluoromethoxy)phenoxy]pyrazin-2-yl]pyridine-2,3-diamine